3-[[4-[(2R)-2-[[3-(tert-butoxycarbonylamino)cyclobutyl]amino]-4,4-dimethyl-pentoxy]-6-(2,6-dimethylphenyl)pyrimidin-2-yl]sulfamoyl]benzoic acid C(C)(C)(C)OC(=O)NC1CC(C1)N[C@@H](COC1=NC(=NC(=C1)C1=C(C=CC=C1C)C)NS(=O)(=O)C=1C=C(C(=O)O)C=CC1)CC(C)(C)C